CN1C(NC=CC1=O)=O 3-(methyl)uracil